C(C)(=O)N1C2C(C=3C=CC=CC13)C2C(=O)N[C@@H](COC)C2=CC=C(C=C2)OCC exo-2-acetyl-N-[(1R)-1-(4-ethoxyphenyl)-2-methoxyethyl]-1,1a,2,6b-tetrahydrocyclopropa[b]indole-1-carboxamide